N(OP(OC)(O)=O)OP(OC)(O)=O iminodi(methylphosphoric acid)